COC(C1=C(C=CC(=C1)N1C=NC=C1)N)=O 2-amino-5-(1H-imidazol-1-yl)benzoic acid methyl ester